5-(1,1'-dimethyl-1H,1'H-[4,4'-bipyrazol]-5-yl)-3-methylenedihydrofuran-2(3H)-one CN1N=CC(=C1C1CC(C(O1)=O)=C)C=1C=NN(C1)C